S(=O)(=O)(O)O.C1(CC1)[C@H](C)NC(=O)C1=NNC(=C1)C=1C=C(C=CC1)C=1OC(=CN1)C(=O)NC(CC)CC (S)-2-(3-(3-((1-Cyclopropylethyl)Carbamoyl)-1H-Pyrazol-5-Yl)Phenyl)-N-(Pentan-3-Yl)Oxazole-5-Carboxamide Sulfate